Z-17-tetracosene-1-ol C(CCCCCCCCCCCCCCC\C=C/CCCCCC)O